&beta;-L-rhamnose O[C@@H]1[C@H](O)[C@H](O)[C@@H](O)[C@@H](O1)C